N-[2-(2-Amino-ethylamino)-ethyl]-N'-cyclopentadecylmethyl-ethane-1,2-diamine NCCNCCNCCNCC1CCCCCCCCCCCCCC1